5-chloro-2-((2R,6R)-2,6-dimethylmorpholino)pyridin-4-amine ClC=1C(=CC(=NC1)N1C[C@H](O[C@@H](C1)C)C)N